Cl.NC1CCN(CC1)CC=1C=C(C=CC1)O 3-((4-Aminopiperidin-1-yl)methyl)phenol hydrochloride